C(C)N1C2=CC=CC=C2SC=2C=C(C=CC12)/C=C/C(=O)NC1=CC=C(C=C1)OC (E)-3-(10-ethyl-10H-phenothiazin-3-yl)-N-(4-methoxyphenyl)acrylamide